6-(2-(allyloxy)-3,5,6-trichlorophenyl)-3-ethyl-6,7-dihydro-5H-pyrrolo[2,1-c][1,2,4]triazole C(C=C)OC1=C(C(=C(C=C1Cl)Cl)Cl)C1CC2=NN=C(N2C1)CC